C1(CCC1)C1=C(C=CC=C1)OC 1-cyclobutyl-2-methoxy-benzene